CN1C(OC2=C1C=CC(=C2)C2=CN=CC=1[C@@H](CCCC21)NC(CC)=O)=C=O (R)-N-(4-(3-methyl-2-carbonyl-2,3-dihydrobenzo[d]oxazol-6-yl)-5,6,7,8-tetrahydroisoquinolin-8-yl)propanamide